Cl.Cl.N1CCC12CN(CC2)C2=CC=C(N=N2)C2=NC=C(C=C2O)C=2C=CC=1N(C2)C=C(N1)C 2-[6-(1,6-diazaspiro[3.4]octan-6-yl)pyridazin-3-yl]-5-(2-methylimidazo[1,2-a]pyridin-6-yl)pyridin-3-ol dihydrochloride